((1S)-2-((2-(((1-(((tert-butoxycarbonyl) amino) methyl) cyclopropyl) methyl) amino)-2-(methylcarbamoyl)-2,3-dihydro-1H-inden-5-yl) amino)-1-cyclohexyl-2-oxoethyl) carbamate C(N)(O[C@H](C(=O)NC=1C=C2CC(CC2=CC1)(C(NC)=O)NCC1(CC1)CNC(=O)OC(C)(C)C)C1CCCCC1)=O